O=C1NC(CCC1N1C(N(C2=C1C=CC(=C2)C#CCOC2CCN(CC2)C(=O)OC(C)(C)C)C)=O)=O tert-butyl 4-({3-[1-(2,6-dioxopiperidin-3-yl)-3-methyl-2-oxo-1,3-benzodiazol-5-yl]prop-2-yn-1-yl}oxy)piperidine-1-carboxylate